tert-Butyl 2-formylbenzyl(methyl)carbamate C(=O)C1=C(CN(C(OC(C)(C)C)=O)C)C=CC=C1